4-amino-6-ethyl-7-(1-methylcyclopropyl)-7H-pyrrolo[2,3-d]pyrimidine-5-carboxylic acid methyl ester COC(=O)C1=C(N(C=2N=CN=C(C21)N)C2(CC2)C)CC